6-(((S)-1-(2-Fluoro-5-(((R)-tetrahydrofuran-3-yl)oxy)phenyl)ethyl)amino)-3-isopropyl-1,3,5-Triazine-2,4(1H,3H)-dione FC1=C(C=C(C=C1)O[C@H]1COCC1)[C@H](C)NC1=NC(N(C(N1)=O)C(C)C)=O